C(C)(C)(C)OC(=O)N1C(CNCC1)C1=C(NC=2N(C1=O)N=C(N2)Br)CC (2-bromo-5-ethyl-7-oxo-4,7-dihydro-[1,2,4]triazolo[1,5-a]pyrimidin-6-yl)piperazine-1-carboxylic acid tert-butyl ester